C(C)C=1C(=C(C(=O)OC(C)C=2C=NC(=NC2)C)C=CC1Cl)C1=CC(=C2CCCCN12)C(=O)NC1=CC=C(C=C1)Cl 1-(2-methylpyrimidin-5-yl)ethanol Ethyl-4-chloro-2-(1-{[(4-chlorophenyl)amino]carbonyl}-5,6,7,8-tetrahydroindolizin-3-yl)benzoate